FC1=CC(=CC(=C1)C=C)OC fluoro-3-methoxy-5-vinylbenzene